2-((3-(1-(4-chlorophenyl)cyclopropyl)-1,2,4-oxadiazol-5-yl)methyl)acrylic acid ClC1=CC=C(C=C1)C1(CC1)C1=NOC(=N1)CC(C(=O)O)=C